FC1=CC=C(C=C1)N1N=CC2=C1C=C1CCN(C[C@]1(C2)C(=O)C2=NC=CC=C2)S(=O)(=O)C2=NN(N=C2)CCC (R)-(1-(4-fluorophenyl)-6-((2-propyl-2H-1,2,3-triazol-4-yl)sulfonyl)-4,4a,5,6,7,8-hexahydro-1H-pyrazolo[3,4-g]isoquinolin-4a-yl)(pyridin-2-yl)methanone